(1-phenyl-4-(4-(piperidin-1-yl)butyl)-1H-imidazol-2-yl)-3-(1H-pyrazol-4-yl)benzamide C1(=CC=CC=C1)N1C(=NC(=C1)CCCCN1CCCCC1)C1=C(C(=O)N)C=CC=C1C=1C=NNC1